OCCN1CCN(CC1)NC=1SC2=C(N1)CC[C@@]1([C@H]3CC[C@]/4([C@H]([C@@H]3CC=C12)CC\C4=N/O)C)C (5aR,5bS,7aS,10aS,10bR,E)-2-((4-(2-hydroxyethyl)piperazin-1-yl)amino)-5a,7a-dimethyl-4,5,5a,5b,6,7,7a,9,10,10a,10b,11-dodecahydro-8H-cyclopenta[7,8]phenanthro[2,1-d]thiazol-8-one oxime